C(C)(CC)C(C(CC)C)(CCCCC(C(CC)C)(O)C(C)CC)O 4,9-di-sec-butyl-3,10-dimethyl-dodecane-4,9-diol